BrC=1C=C(C=C2C=3C=C(C=CC3NC12)Cl)Cl 8-bromo-3,6-bischlorocarbazole